ClC=1C(=C2C(=NC1)NC(=N2)C2=CC=C(C=C2)N2CC(N(CC2)CCOCC)=O)NC2CCN(CC2)C(C)C 4-[4-(6-Chloro-7-{[1-(1-methylethyl)piperidin-4-yl]amino}-3H-imidazo[4,5-b]pyridin-2-yl)phenyl]-1-(2-ethoxyethyl)piperazin-2-one